CC1(N(CCC1)CCNC(=O)C=1C=C(C(=NC1)C)NC(=O)C=1C=NN2C1SC(=C2)C=2C=NN(C2OC)C)C N-(5-((2-(2,2-dimethylpyrrolidin-1-yl)ethyl)carbamoyl)-2-methylpyridin-3-yl)-2-(5-methoxy-1-methyl-1H-pyrazol-4-yl)pyrazolo[5,1-b]thiazole-7-carboxamide